methyltriPropoxysilane C[Si](OCCC)(OCCC)OCCC